8-bromooctanoic acid heptadecan-9-yl ester CCCCCCCCC(CCCCCCCC)OC(CCCCCCCBr)=O